COC(=O)C=1C=C(OC[C@H]2N(CCC2)C(=O)OC(C)(C)C)C=CC1C (S)-tert-Butyl 2-((3-(methoxycarbonyl)-4-methylphenoxy)methyl)pyrrolidine-1-carboxylate